1-isopropylphenyl-N-[(3S)-7,9-difluoro-2-oxo-1,3,4,5-tetrahydro-1-benzazepine-3-yl]Pyrazolo[3,4-d]Pyrimidine-6-carboxamide C(C)(C)C1(CC=CC=C1)C1=NN=C2NC(=NC=C21)C(=O)N[C@@H]2C(NC1=C(CC2)C=C(C=C1F)F)=O